methyl (2S)-2-[[(2S,4R)-1-(4-methoxy-1H-indole-2-carbonyl)-4-methyl-pyrrolidine-2-carbonyl]amino]-3-[(3S)-2-oxopyrrolidin-3-yl]propanoate COC1=C2C=C(NC2=CC=C1)C(=O)N1[C@@H](C[C@H](C1)C)C(=O)N[C@H](C(=O)OC)C[C@H]1C(NCC1)=O